COCCCOC(C)=O Methoxypropylacetat